C1(CCC1)C1=NC(=NC=C1)OCC1=C(N=NN1C)C1=CC=C(C(=N1)CC)N1C[C@@H](CC1)[C@H](C(=O)O)C (2R)-2-[(3S)-1-[6-(5-{[(4-cyclobutylpyrimidin-2-yl)oxy]methyl}-1-methyl-1H-1,2,3-triazol-4-yl)-2-ethylpyridin-3-yl]pyrrolidin-3-yl]propionic acid